C1(=CC=CC=C1)S(=O)(=O)OC1=C(C=C(C=C1)NC(=O)NC1=CC(=C(C=C1)OS(=O)(=O)C1=CC=CC=C1)CCC)CCC N,N'-di-[4-(benzenesulfonyloxy)-3-propyl-phenyl]urea